C(C=C)(=O)O.O(C1=CC=CC=C1)C(COCCO)O Phenoxydiethylene glycol acrylate